C(C1=CC=CC=C1)OC1=C(C=CC=C1)B1OC(C(O1)(C)C)(C)C 2-[2-(benzyloxy)phenyl]-4,4,5,5-tetramethyl-1,3,2-dioxaborolane